(2S)-1-(4-nitrophenyl)sulfonyl-2-(trifluoromethyl)aziridine [N+](=O)([O-])C1=CC=C(C=C1)S(=O)(=O)N1[C@@H](C1)C(F)(F)F